sodium bromide sodium hypochlorite Cl[O-].[Na+].[Br-].[Na+]